C(C1=CC=CC=C1)OC[C@]1(C(C1)(F)F)[C@H](C)N[S@@](=O)C(C)(C)C (S)-N-((S)-1-((R)-1-((benzyloxy)methyl)-2,2-difluorocyclopropyl)ethyl)-2-methylpropane-2-sulfinamide